N=1C=CN2C1N=CC(=C2)C2=CNC1=NC=C(C=C12)C(=O)N1CCN(CC1)C (3-(imidazo[1,2-a]pyrimidin-6-yl)-1H-pyrrolo[2,3-b]pyridin-5-yl)(4-methylpiperazin-1-yl)methanone